O1CCC(CC1)CN1N=CN=C1CNC(OC(C)(C)C)=O tert-butyl N-({1-[(oxan-4-yl)methyl]-1H-1,2,4-triazol-5-yl}methyl)carbamate